5-Fluoro-4-(6-(fluoromethyl-d2)-2-(5-fluoropyridin-2-yl)-6-(methyl-d3)-4,5,6,7-tetrahydropyrazolo[1,5-a]pyridin-3-yl)-1-(tetrahydro-2H-pyran-2-yl)-1H-pyrazolo[3,4-b]pyridine FC=1C(=C2C(=NC1)N(N=C2)C2OCCCC2)C=2C(=NN1C2CCC(C1)(C([2H])([2H])[2H])C([2H])([2H])F)C1=NC=C(C=C1)F